(E)-2-(4-(bis(2-chloroethyl)amino)benzylidene)-6-methoxy-3,4-dihydronaphthalen-1(2H)-one ClCCN(C1=CC=C(\C=C/2\C(C3=CC=C(C=C3CC2)OC)=O)C=C1)CCCl